N-cyclohexylsulfamate C1(CCCCC1)NS([O-])(=O)=O